C(C)(C)(C)OC(=O)N1CC2(C1)CN(C2)C2=CC=C(C=N2)C=2C=CC1=CN(N=C1C2F)C(C(=O)O[Li])C2=C1N(C=N2)CCC1 [2-[6-[6-(2-tert-butoxycarbonyl-2,6-diazaspiro[3.3]heptan-6-yl)-3-pyridinyl]-7-fluoro-indazol-2-yl]-2-(6,7-dihydro-5H-pyrrolo[1,2-c]imidazol-1-yl)acetyl]oxylithium